N-(4-(2,4-difluorophenoxy)-3-(2-(3,5-dimethylphenyl)-5-methyl-4-oxo-4,5-Dihydrofuro[3,2-c]pyridin-7-yl)phenyl)ethylsulfonamide FC1=C(OC2=C(C=C(C=C2)CCNS(=O)=O)C=2C3=C(C(N(C2)C)=O)C=C(O3)C3=CC(=CC(=C3)C)C)C=CC(=C1)F